O[C@H](COC1=NC(=CC(=C1)C=1C=C(C=CC1C)NC(=O)N1C[C@@H](CC1)CC(F)(F)F)N1CCOCC1)COC (3S)-N-(3-[2-[(2S)-2-hydroxy-3-methoxypropoxy]-6-(morpholin-4-yl)pyridin-4-yl]-4-methylphenyl)-3-(2,2,2-trifluoroethyl)pyrrolidine-1-carboxamide